COC(=O)N(N(C)C(C1=C(C(=CC(=C1)Br)Br)NC(=O)C1=CC(=NN1C1=NC=CC=C1Cl)Br)=O)C methyl-2-[3,5-dibromo-2-({[3-bromo-1-(3-chloropyridin-2-yl)-1H-pyrazol-5-yl]carbonyl} amino)benzoyl]-1,2-dimethylhydrazinecarboxylate